dimethyl 6-((chlorocarbonyl)((1-methylpiperidin-4-yl)methyl)amino)undecanedioate ClC(=O)N(C(CCCCC(=O)OC)CCCCC(=O)OC)CC1CCN(CC1)C